N1(CCOCC1)C1=NC2=C(N=CC=C2C(=C1)C#N)C=1N(N=CC1)C1OCCCC1 2-(morpholin-4-yl)-8-[2-(tetrahydropyran-2-yl)-2H-pyrazol-3-yl]-[1,7]naphthyridine-4-carbonitrile